(S)-3-(3-(1-(cyclobutylamino)-2,3-dihydro-1H-inden-5-yl)-5-(1H-pyrazol-1-yl)-3H-imidazo[4,5-b]pyridin-2-yl)pyridin-2-amine C1(CCC1)N[C@H]1CCC2=CC(=CC=C12)N1C(=NC=2C1=NC(=CC2)N2N=CC=C2)C=2C(=NC=CC2)N